C(C)(C)(C)N1C[C@H]([C@@H](C1)C1=CC=C(C=C1)Cl)C(=O)N1C[C@H](C[C@H]1C(=O)N1CCOCC1)N(C(C(C)(C)C)=O)C1CCC(CC1)(C)C N-((3s,5s)-1-((3s,4r)-1-(tert-butyl)-4-(4-chlorophenyl)pyrrolidine-3-carbonyl)-5-(morpholine-4-carbonyl)pyrrolidin-3-yl)-N-(4,4-dimethylcyclohexyl)trimethylacetamide